(M)-3-cyano-1-ethyl-4-(3-hydroxy-2,6-dimethyl-phenyl)pyrrolo[2,3-b]pyridine-6-carboxamide C(#N)C1=CN(C2=NC(=CC(=C21)C2=C(C(=CC=C2C)O)C)C(=O)N)CC